5-methyl-N-(4-methyl-3-(pyrimidin-2-yl)phenyl)-1-(pyridin-2-yl)azepane-2-carboxamide CC1CCC(N(CC1)C1=NC=CC=C1)C(=O)NC1=CC(=C(C=C1)C)C1=NC=CC=N1